CC(C)CCC[C@@H](C)[C@H]1CC[C@H]2[C@@H]3C[C@@H]4O[C@@]44C[C@@H](O)CC[C@]4(C)[C@H]3CC[C@]12C 5α,6α-epoxycholesterol